(R)-tert-Butyl-3-(4-methyl-3-((1-(naphthalen-1-yl)ethyl)carbamoyl)phenoxy)azetidine-1-carboxylate C(C)(C)(C)OC(=O)N1CC(C1)OC1=CC(=C(C=C1)C)C(N[C@H](C)C1=CC=CC2=CC=CC=C12)=O